5-(4-bromo-5-cyclopropyl-1-methyl-imidazol-2-yl)-6-cyclopropyl-2-[(4-methoxyphenyl)methyl]pyrazolo[3,4-b]pyridine BrC=1N=C(N(C1C1CC1)C)C1=CC=2C(N=C1C1CC1)=NN(C2)CC2=CC=C(C=C2)OC